N[C@@H]([C@@H](C(=O)N1[C@@H](CCC1)C(=O)N[C@@H](CC1=CC=CC=C1)C(=O)OC)O)CC(C)C Methyl ((2S,3R)-3-amino-2-hydroxy-5-methylhexanoyl)-L-prolyl-L-phenylalaninate